N-methyl-azetidine 3-((3aS,4S,7aS)-7a-methyl-1,5-dioxo-octahydro-1H-inden-4-yl)propanoate C[C@@]12CCC([C@H]([C@@H]2CCC1=O)CCC(=O)O)=O.CN1CCC1